OC[C@H](C[C@H]1C(NCC1)=O)NC(=O)[C@H]1N(C[C@H]2[C@@H]1CCC2)C(=O)C=2NC1=CC=CC(=C1C2)OC (1S,3aR,6aS)-N-((S)-1-hydroxy-3-((S)-2-oxopyrrolidin-3-yl)propan-2-yl)-2-(4-methoxy-1H-indole-2-carbonyl)octahydrocyclopenta[c]pyrrole-1-carboxamide